FC1=C(C(=CC=C1)F)NC(C1=C(C=C(C(=C1)F)N1N=C2N(CCCC2)C1=O)O[C@H](C(F)(F)F)C)=O N-(2,6-difluorophenyl)-5-fluoro-4-(3-oxo-5,6,7,8-tetrahydro[1,2,4]triazolo[4,3-a]pyridin-2(3H)-yl)-2-{[(2S)-1,1,1-trifluoroprop-2-yl]oxy}benzamide